C(CCC)OCCOCCOCOCCOCCOCCCC Bis[2-(2-butoxyethoxy)ethoxy]-methane